FC(C=1N=C2N(C(=CC=C2)NC2CCC(CC2)NC(=O)C2=NC=CC3=C2C=CN3)C1)(F)F N-[(1s,4s)-4-{[2-(trifluoromethyl)imidazo[1,2-a]pyridin-5-yl]amino}cyclohexyl]-1H-pyrrolo[3,2-c]pyridine-4-carboxamide